2-((2S,5R)-4-(tert-butoxycarbonyl)-5-methyl-2-(((R)-3-methylmorpholino)methyl)piperazin-1-yl)acetic acid C(C)(C)(C)OC(=O)N1C[C@@H](N(C[C@H]1C)CC(=O)O)CN1[C@@H](COCC1)C